C(C1=CC=CC=C1)OCCCOC1=C(C=CC(=C1)C1=NN(C2=CN=C(C=C21)Br)COCC[Si](C)(C)C)N2CCOCC2 4-(2-(3-(benzyloxy)propoxy)-4-(5-bromo-1-((2-(trimethylsilyl)ethoxy)methyl)-1H-pyrazolo[3,4-c]pyridin-3-yl)phenyl)morpholine